(R)-N-(4-(4-(4-cyclopropylpiperazin-1-yl)-(1,4'-bipiperidin)-1'-yl)-2-methoxyphenyl)-6-(3-phenylisoxazolidin-2-yl)pyrimidin-4-amine C1(CC1)N1CCN(CC1)C1CCN(CC1)C1CCN(CC1)C1=CC(=C(C=C1)NC1=NC=NC(=C1)N1OCC[C@@H]1C1=CC=CC=C1)OC